1,4-bis(2-maleimidophenoxy)-2,6-dimethylbenzene C1(C=CC(N1C1=C(OC2=C(C=C(C=C2C)OC2=C(C=CC=C2)N2C(C=CC2=O)=O)C)C=CC=C1)=O)=O